3,4-epoxycyclohexanecarboxylate C1(CC2C(CC1)O2)C(=O)[O-]